C(#N)C=1C(=NC(=C(C1CC)C#N)N1CCN(CCC1)C)SCC1=CC=C(C=C1)S(=O)(=O)N 4-(((3,5-dicyano-4-ethyl-6-(4-methyl-1,4-diazepan-1-yl)pyridin-2-yl)thio)methyl)benzenesulfonamide